FC(OC1CCC(CC1)NC1=NC=C(C(=N1)N[C@H]1[C@H](CCC1)CO)C(=O)N)F 2-((1r,4R)-4-(difluoromethoxy)cyclohexylamino)-4-((1R,2S)-2-(hydroxymethyl)cyclopentylamino)pyrimidine-5-carboxamide